CCCCCCCCOCCNC(OC(C)(C)C)=O tert-Butyl N-(2-(2-(6-hexyl)ethoxy)ethyl)carbamate